6-chloro-5-(2-chloroethoxy)-2,3-dihydro-1H-inden-1-one ClC1=C(C=C2CCC(C2=C1)=O)OCCCl